(3,4,5-trimethoxyphenyl)methanone hydrochloride salt Cl.COC=1C=C(C=C(C1OC)OC)C=O